CC(CCO)CC(C)(C)C 3,5,5-Trimethyl-1-hexanol